tetradecyl-methyl-imidazole C(CCCCCCCCCCCCC)C=1N=C(NC1)C